Cl.Cl.CC1=C(C=C2CC[C@]3(CNCC3)NC2=N1)C1=NN2C(C=CC=C2)=N1 (2S)-7-methyl-6-([1,2,4]triazolo[1,5-a]pyridin-2-yl)-3,4-dihydro-1H-spiro[1,8-naphthyridine-2,3'-pyrrolidine], dihydrochloride salt